[Ca+2].ClC1=C(OCC(=O)[O-])C=C(C(=C1)Cl)Cl.ClC1=C(OCC(=O)[O-])C=C(C(=C1)Cl)Cl 2,4,5-trichlorophenoxyacetate calcium